1-(4-chlorophenyl)-1H-pyrazol-3-yl-2-phenylpropanoate ClC1=CC=C(C=C1)N1N=C(C=C1)OC(C(C)C1=CC=CC=C1)=O